C(CCC)S(=O)(=O)OC1=C(C=CC=C1)NC(=O)NC1=C(C=CC=C1)OS(=O)(=O)CCCC N,N'-di-[2-(butanesulfonyloxy)phenyl]urea